CC=1N=CN(C1)C=1C=CC(=NC1)C(=O)O 5-(4-methyl-1H-imidazol-1-yl)picolinic acid